NC1=C(C=CC(=C1)F)C1=C(C=CC(=C1)F)F 2'-amino-2,4',5-trifluoro-1,1'-biphenyl